COC=1C=C(C=CC1)N1C=C(C2=C1N=CN=C2N2[C@H](CN(CC2)C(=O)OC(C)(C)C)C)C2=NC=CC=C2 tert-Butyl (S)-4-(7-(3-methoxyphenyl)-5-(pyridin-2-yl)-7H-pyrrolo[2,3-d]pyrimidin-4-yl)-3-methylpiperazine-1-carboxylate